CN([C@H]1CCCC=2C=CC=NC12)C[C@@H]1N(CCN(C1)CC1=NC=CC=C1)C(=O)OCC1=CC=CC=C1 Benzyl (R)-2-((methyl((S)-5,6,7,8-tetrahydroquinolin-8-yl)amino)methyl)-4-(pyridine-2-ylmethyl)piperazine-1-carboxylate